N=1N(N=CC1)C[C@@H]1C[C@H](CN1C#N)NC(=O)C=1OC(=NN1)C1=C(C=CC(=C1)OC(F)(F)F)C1CC1 N-((3R,5S)-5-((2H-1,2,3-Triazol-2-yl)methyl)-1-cyanopyrrolidin-3-yl)-5-(2-cyclopropyl-5-(trifluoromethoxy)phenyl)-1,3,4-oxadiazole-2-carboxamide